C(C)(C)(C)OC(=O)NC1=CC=C(C=C1)N N-(t-Butoxycarbonyl)-1,4-phenylenediamine